Methyl 6-deoxy-α-D-gluco-pyranoside O([C@@H]1[C@H](O)[C@@H](O)[C@H](O)[C@H](O1)C)C